(2S,4R)-4-(difluoromethoxy)-1-((phenoxathiine-3-carbonyl)glycyl)-N-(thieno[3,2-c]pyridin-2-ylmethyl)pyrrolidine-2-carboxamide FC(O[C@@H]1C[C@H](N(C1)C(CNC(=O)C=1C=CC=2SC3=CC=CC=C3OC2C1)=O)C(=O)NCC1=CC=2C=NC=CC2S1)F